1-(4-(2-(3-Fluorophenyl)-1-methyl-1H-benzo[d]imidazol-6-yl)benzyl)-N,N-dimethylpiperidin-4-amin FC=1C=C(C=CC1)C1=NC2=C(N1C)C=C(C=C2)C2=CC=C(CN1CCC(CC1)N(C)C)C=C2